methyl 4-(5-(3,5-dimethylisoxazol-4-yl)-1-tosyl-1H-pyrrolo[2,3-b]pyridin-3-yl)-2,2-dimethylbut-3-ynoate CC1=NOC(=C1C=1C=C2C(=NC1)N(C=C2C#CC(C(=O)OC)(C)C)S(=O)(=O)C2=CC=C(C)C=C2)C